ethyl N-[(2E)-2-cyano-2-[[3,5-dichloro-4-[3-(1-methylcyclopropyl)benzimidazol-5-yl]oxy-phenyl]hydrazono]acetyl]carbamate C(#N)\C(\C(=O)NC(OCC)=O)=N/NC1=CC(=C(C(=C1)Cl)OC1=CC2=C(N=CN2C2(CC2)C)C=C1)Cl